4-((7-((R)-3-(4-amino-3-(4-phenoxyphenyl)-1H-pyrazolo[3,4-d]pyrimidin-1-yl)piperidine-1-yl)-7-oxoheptyl)thio)-2-(2,6-dioxopiperidin-3-yl)isoindoline-1,3-dione NC1=C2C(=NC=N1)N(N=C2C2=CC=C(C=C2)OC2=CC=CC=C2)[C@H]2CN(CCC2)C(CCCCCCSC2=C1C(N(C(C1=CC=C2)=O)C2C(NC(CC2)=O)=O)=O)=O